COC1=C(CNC2=NC=NC3=C2C2=C(CCCN4C2=CC=2C=CC(=CC42)C(=O)O)N3C(C)C)C=CC(=C1)OC 1-((2,4-dimethoxybenzyl)amino)-5-isopropyl-5,6,7,8-tetrahydropyrimido[5'',4'':4',5']pyrrolo[3',2':3,4]azepino[1,2-a]indole-11-carboxylic acid